OC(CN(C)CNC(C=C)=O)C N-(((2-hydroxypropyl)(methyl)amino)methyl)acrylamide